C(CCCCCCCCCCCCC)(=O)OCCCCCCCCCCCCCC Tetradecyl myristate